NCCN(CCN1C(N(CC1)CCN(CC#N)CC#N)=O)CC#N 2,2'-((2-(3-(2-((2-aminoethyl)(cyanomethyl)amino)ethyl)-2-oxoimidazolidin-1-yl)ethyl)azanediyl)diacetonitrile